(2-amino-6-(1H-pyrrolo[2,3-b]pyridin-5-yl)imidazo[1,2-a]pyridin-3-yl)(pyrimidin-4-yl)methanone tert-butyl-4-((2S)-1,2-dihydroxypropyl)-4-(hydroxymethyl)piperidine-1-carboxylate C(C)(C)(C)OC(=O)N1CCC(CC1)(CO)C([C@H](C)O)O.NC=1N=C2N(C=C(C=C2)C=2C=C3C(=NC2)NC=C3)C1C(=O)C1=NC=NC=C1